tert-Butyl 4-(8-bromo-3-chloro-2-(2-fluorophenyl)-7-(methoxymethyl)-1,6-naphthyridin-5-yl)piperazine-1-carboxylate BrC=1C(=NC(=C2C=C(C(=NC12)C1=C(C=CC=C1)F)Cl)N1CCN(CC1)C(=O)OC(C)(C)C)COC